C[Si](C)(C)C#CC1=CC=C(C=C1)C(C)N 1-(4-((Trimethylsilyl)ethynyl)phenyl)ethanamine